oxazolidone C1COC(=O)N1